4-(6-Methyl-7-(4-(piperazin-1-yl)phenyl)imidazo[1,2-b]pyridazin-3-yl)quinoline CC=1C(=CC=2N(N1)C(=CN2)C2=CC=NC1=CC=CC=C21)C2=CC=C(C=C2)N2CCNCC2